COC=1C=C2C(=NC1)N(C=N2)CC2=CC1=C(OC(C(O1)C)C=1C=NC(=CC1)OC)C(=C2)OC 6-methoxy-3-((8-methoxy-2-(6-methoxypyridin-3-yl)-3-methyl-2,3-dihydrobenzo[b][1,4]dioxin-6-yl)methyl)-3H-imidazo[4,5-b]pyridine